C(C)(C)[Si](OC=1C=C(C=CC1)CCC(=O)[O-])(C(C)C)C(C)C 3-(3-(triisopropylsilyloxy)phenyl)-propanoate